FC1=C(C(=CC(=C1F)F)F)C1(N=C(C(=N1)C1=CC(=CC=C1)OC)C1=CC(=CC=C1)OC)C1(N=C(C(=N1)C1=CC(=CC=C1)OC)C1=CC(=CC=C1)OC)C1=C(C(=C(C=C1F)F)F)F bis(2,3,4,6-tetrafluorophenyl)-4,4',5,5'-tetrakis-(3-methoxyphenyl)biimidazole